C(#N)C1=CNC2=C(C=CC=C12)C1=C(C=CC(=C1)S(=O)(=O)N1CCN(CC1)CCOC)S(=O)(=O)N (3-cyano-1H-indol-7-yl)-4-((4-(2-methoxyethyl)piperazin-1-yl)sulfonyl)benzenesulfonamide